2-chloro-N-(2,4-dimethoxybenzyl)imidazo[1,5-a]pyrido[3,2-e]pyrazin-6-amine ClC=1C=CC=2N=C(C=3N(C2N1)C=NC3)NCC3=C(C=C(C=C3)OC)OC